N1C=[NH+]C=C1.C(C)[N+](CC)(CC)CC Tetraethyl-ammonium imidazolium salt